2-(4-fluoro-3-hydroxyphenoxy)-6-(2-fluoro-3-hydroxyphenyl)pyridine-3-carboxamide FC1=C(C=C(OC2=NC(=CC=C2C(=O)N)C2=C(C(=CC=C2)O)F)C=C1)O